decaoxo-chromium O=[Cr](=O)(=O)(=O)(=O)(=O)(=O)(=O)(=O)=O